FC(C=1C=NC(=C(C(=O)NC2=CC(=NC=C2)S(=O)NC)C1C)OC=1C(=NC(=CC1)F)C)F 5-(Difluoromethyl)-2-((6-fluoro-2-methylpyridin-3-yl)oxy)-4-methyl-N-(2-(S-methylamino-sulfinyl)pyridin-4-yl)nicotinamide